4-amino-2-(1-(2-methylthioethyl)-2,6-dioxopiperidin-3-yl)isoindolin-1,3-dione diisononyl-cyclohexane-1,2-dicarboxylate C(CCCCCC(C)C)OC(=O)C1C(CCCC1)C(=O)OCCCCCCC(C)C.NC1=C2C(N(C(C2=CC=C1)=O)C1C(N(C(CC1)=O)CCSC)=O)=O